FC1C(C1)N1C(C(=CC=C1)NC(=O)C1=CC=2C(N=C1OC(C)C)=NN(C2)C21COC(C2)(C1)C)=O N-(1-(2-fluorocyclopropyl)-2-oxo-1,2-dihydropyridin-3-yl)-6-isopropoxy-2-(1-methyl-2-oxabicyclo[2.1.1]hex-4-yl)-2H-pyrazolo[3,4-b]pyridine-5-carboxamide